OCC(=O)N1C[C@@H](CC1)N1C(N(C(C1)C#N)C1=CN=CC2=CC=CC=C12)=O 1-((R)-1-(2-hydroxyacetyl)pyrrolidin-3-yl)-3-(isoquinolin-4-yl)-2-oxoimidazolidine-4-carbonitrile